3-(cyclopropylmethyl)-2-(3-((5-fluoro-2-methoxy-4-(methylsulfonyl)phenyl)amino)prop-1-yn-1-yl)benzo[b]thiophen C1(CC1)CC=1C2=C(SC1C#CCNC1=C(C=C(C(=C1)F)S(=O)(=O)C)OC)C=CC=C2